C(CCCCCCCCCCCCCCC)(=S)[O-].[Na+] sodium thiohexadecanoate